B1B=C(C=C1)CCCC[C@]1(NC[C@H](C1)O)C(=O)O (2r,4s)-2-(4-Diborolylbutyl)-4-hydroxypyrrolidine-2-carboxylic acid